CP(ON1N=CC(=C1)C=1OC(=CC1)C(NC=1C(=NN(C1)CCOCC)C1=NC=CC=C1)=O)([O-])=O.[Na+] sodium (4-(5-((1-(2-ethoxyethyl)-3-(pyridin-2-yl)-1H-pyrazol-4-yl) carbamoyl) furan-2-yl)-1H-pyrazol-1-yl) methylphosphonate